C(=O)O.NC1CC2(CN(C2)C(CNC(C2=C(C=C(C=C2)NC=2C=3N(C=CN2)C(=CN3)C=3C(=NN(C3)CC#N)C(F)(F)F)CC)=O)=O)C1 N-[2-(6-amino-2-azaspiro[3.3]heptan-2-yl)-2-oxo-ethyl]-4-[[3-[1-(cyanomethyl)-3-(trifluoromethyl)pyrazol-4-yl]imidazo[1,2-a]pyrazin-8-yl]amino]-2-ethyl-benzamide formate